3-(methacryloxy)propyldimethylethoxysilane C(C(=C)C)(=O)OCCC[Si](OCC)(C)C